N-((1r,4r)-4-Aminocyclohexyl)-6-morpholinopyridine-3-sulfonamide trifluoroacetate FC(C(=O)O)(F)F.NC1CCC(CC1)NS(=O)(=O)C=1C=NC(=CC1)N1CCOCC1